C(C)(C)C1=NC=CC=C1C1=NC=C2N(C(N(C2=N1)C1(CC1)C1=CC=C(C=C1)C=1N(C=C(N1)C(F)(F)F)C)=O)C 2-(2-isopropylpyridin-3-yl)-7-methyl-9-(1-(4-(1-methyl-4-(trifluoromethyl)-1H-imidazol-2-yl)phenyl)cyclopropyl)-7,9-dihydro-8H-purin-8-one